2-(4-((1H-indol-6-yl)oxy)-3,5-dichlorophenyl)-3,5-dioxo-2,3,4,5-tetrahydro-1,2,4-triazine-6-carbonitrile N1C=CC2=CC=C(C=C12)OC1=C(C=C(C=C1Cl)N1N=C(C(NC1=O)=O)C#N)Cl